[Cl-].CO[Si](CCCNC1=NC(=NC(=N1)NCCC[Si](OC)(OC)OC)[N+]1(C=NC=C1)CCCCOC(CCCCCCCCC)=O)(OC)OC 1-(4,6-Bis((3-(trimethoxysilyl)propyl)amino)-1,3,5-triazin-2-yl)-1-(4-(decanoyloxy)butyl)-1H-imidazol-1-ium chlorid